NC1=NC=NN2C1=C(C=C2C=2C=C(C(=NC2)C)C(=O)N[C@@H]2CN(C[C@@H]2F)C([C@@](C(F)(F)F)(C)O)=O)C(F)(F)F 5-[4-amino-5-(trifluoromethyl)pyrrolo[2,1-f][1,2,4]triazin-7-yl]-N-[(3R,4S)-4-fluoro-1-[(2R)-3,3,3-trifluoro-2-hydroxy-2-methylpropanoyl]pyrrolidin-3-yl]-2-methylpyridine-3-carboxamide